2-methyl-3-phenyl-4,5,6,7-tetrahydropyrazolo[3,4-c]pyridine CN1N=C2CNCCC2=C1C1=CC=CC=C1